5-methylbenzonitrile trifluoroacetate FC(C(=O)O)(F)F.CC=1C=CC=C(C#N)C1